N1=CC=C2N1C=CC=C2C=O Pyrazolo[1,5-a]pyridine-4-carbaldehyde